zinc dipicolinate N1=C(C=CC=C1)C(=O)[O-].N1=C(C=CC=C1)C(=O)[O-].[Zn+2]